N-(3-methyl-oxetan-3-carbonyl)-O-(trans-3-(2-(5,6,7,8-tetrahydro-1,8-naphthyridin-2-yl)ethyl)cyclobutyl)homoserine CC1(COC1)C(=O)N[C@@H](CCO[C@@H]1C[C@H](C1)CCC1=NC=2NCCCC2C=C1)C(=O)O